C(C)OCCCN1N=CC=C1 1-(3-Ethoxy-propyl)-1H-pyrazol